1-(4-(2,2,2-trifluoro-1-hydroxyethyl)phenyl)-3-(6-(4-isopropyl-4H-1,2,4-triazol-3-yl)pyridin-2-yl)imidazolidin-2-one FC(C(O)C1=CC=C(C=C1)N1C(N(CC1)C1=NC(=CC=C1)C1=NN=CN1C(C)C)=O)(F)F